NC=1SC2=C(C1C#N)C(=C(C=C2)F)C=2C1=C(C=3C(=NC=NC3C2F)N2C3CNCC2CC3)COC1 2-Amino-4-[1-(3,8-diazabicyclo[3.2.1]octan-8-yl)-5-fluoro-7,9-dihydrofuro[3,4-f]quinazolin-6-yl]-5-fluoro-benzothiophene-3-carbonitrile